NC1CC(C1)NC=1N=CC2=C(N1)C(=NC(=C2)C#N)NC(C)(C)C 2-(((1r,3r)-3-aminocyclobutyl)amino)-8-(tert-butylamino)pyrido[3,4-d]pyrimidine-6-carbonitrile